Cl.N[C@H](COC1=CC=C(C=C1)C(=O)N1C[C@@H](CC1)C1=CC=C(C=C1)F)CN1N=CN=N1 (4-((S)-2-amino-3-(2H-tetrazol-2-yl)propoxy)phenyl)((S)-3-(4-fluorophenyl)pyrrolidin-1-yl)methanone, Hydrochloride